The molecule is a hydroxyisoflavanone that is isoflavanone substituted by hydroxy groups at positions 2, 6, 7 and 4' respectively. It derives from an isoflavanone. C1=CC(=CC=C1C2C(OC3=CC(=C(C=C3C2=O)O)O)O)O